Laurhydrazide C(CCCCCCCCCCC)(=O)NN